4-(1-(3-(3-hydroxy-2-(hydroxymethyl)propoxy)-2-((3-hydroxy-2-(hydroxymethyl)propoxy)methyl)propyl)-1H-1,2,3-triazol-4-yl)butanoic acid OCC(COCC(CN1N=NC(=C1)CCCC(=O)O)COCC(CO)CO)CO